N1(N=CC=C1)C=1C=CC(=NC1)N1C(N(C2=C1C=CC=C2)CC2CCC(CC2)NC(C2=C(N=CC(=C2)Cl)C)=O)=O N-((1r,4r)-4-((3-(5-(1H-pyrazol-1-yl)pyridin-2-yl)-2-oxo-2,3-dihydro-1H-benzo[d]imidazol-1-yl)methyl)cyclohexyl)-5-chloro-2-methylnicotinamide